6-methyl-3,5-heptadiene-2-one CC(=CC=CC(C)=O)C